2-(4-(4-(isoquinolin-4-yl)phenyl)-1H-pyrazol-1-yl)acetic acid C1=NC=C(C2=CC=CC=C12)C1=CC=C(C=C1)C=1C=NN(C1)CC(=O)O